3-((5-chloro-4-(1-(4-fluorobenzoyl)-2,5-dihydro-1H-pyrrol-3-yl)pyrimidin-2-yl)amino)cyclohexane-1-carboxylic acid ClC=1C(=NC(=NC1)NC1CC(CCC1)C(=O)O)C=1CN(CC1)C(C1=CC=C(C=C1)F)=O